2,2,6-trimethyl-9-methylene-6-vinylbicyclo[3.3.1]nonane CC1(C2CCC(C(CC1)C2=C)(C=C)C)C